[Si+4].N[C@@H](CCC(=O)[O-])C(=O)[O-].N[C@@H](CCC(=O)O)C(=O)O.N[C@@H](CCC(=O)[O-])C(=O)[O-] triglutamate silicon